4-(methanesulfonyloxy)-1H-indole-2-carboxylic acid CS(=O)(=O)OC1=C2C=C(NC2=CC=C1)C(=O)O